2-([(5-ACETYL-2-METHOXYPHENYL)METHYL]SULFANYL)PROPANOIC ACID C(C)(=O)C=1C=CC(=C(C1)CSC(C(=O)O)C)OC